3-(5-((4-(3,3-Dimethylbutanoyl)-3-hydroxy-2-methylphenoxy)methyl)-1,3,4-oxadiazol-2-yl)benzoic acid CC(CC(=O)C1=C(C(=C(OCC2=NN=C(O2)C=2C=C(C(=O)O)C=CC2)C=C1)C)O)(C)C